(S)-2-oxo-N-(1-phenylethyl)indoline-5-carboxamide O=C1NC2=CC=C(C=C2C1)C(=O)N[C@@H](C)C1=CC=CC=C1